methyl 6-((6-((5-fluoropyridin-2-yl)amino)-3-(methylcarbamoyl)pyridazin-4-yl)amino)-4H-benzo[b][1,2,4]triazolo[1,5-d][1,4]oxazine-2-carboxylate FC=1C=CC(=NC1)NC1=CC(=C(N=N1)C(NC)=O)NC1=CC=CC2=C1OCC=1N2N=C(N1)C(=O)OC